3-hydroxypropan-1-one OCCC=O